O1COC2=C1C=CC1=C2CN2CCC3=C(C2C1)C=C1C(OCO1)=C3 6,7,12b,13-Tetrahydro-4H-bis[1,3]benzodioxolo[5,6-a:4',5'-g]quinolizine